(2R,4R)-4-(pyridin-4-ylmethyl)pyrrolidine-2-carboxylic acid N1=CC=C(C=C1)C[C@@H]1C[C@@H](NC1)C(=O)O